(R)-5-(6-(2-hydroxy-6-methyl-4-(trifluoromethyl)phenyl)-4-methyl-2H-pyrazolo[3,4-b]pyridin-2-yl)-1-methylpiperidin-2-one OC1=C(C(=CC(=C1)C(F)(F)F)C)C=1C=C(C=2C(N1)=NN(C2)[C@@H]2CCC(N(C2)C)=O)C